NC1=NC=CC(=C1C#C)OC1=C(C=C(C=C1)NC(=O)C=1C=NN(C1C(F)(F)F)C1=NC=CC=C1F)F N-(4-((2-amino-3-ethynylpyridin-4-yl)oxy)-3-fluorophenyl)-1-(3-fluoropyridin-2-yl)-5-(Trifluoromethyl)-1H-pyrazole-4-carboxamide